7-chloro-5-((2,2-diethoxyethyl)amino)-4-(methylamino)-1-(2-methylpyridin-3-yl)quinazolin-2(1H)-one ClC1=CC(=C2C(=NC(N(C2=C1)C=1C(=NC=CC1)C)=O)NC)NCC(OCC)OCC